C1(CC1)C=1N=NN(C1)[C@H](C(=O)N1[C@@H](C[C@H](C1)O)C(=O)NC1(CC1)C1=NC=CC(=N1)C(F)(F)F)C(C)(C)C (2S,4R)-1-[(2S)-2-(4-cyclopropyltriazol-1-yl)-3,3-dimethyl-butanoyl]-4-hydroxy-N-[1-[4-(trifluoromethyl)pyrimidin-2-yl]cyclopropyl]pyrrolidine-2-carboxamide